6-(((4-((1R,5S)-3,8-Diazabicyclo[3.2.1]octan-3-yl)-7-(7,8-difluoronaphthalen-1-yl)-8-fluoropyrido[4,3-d]pyrimidin-2-yl)oxy)methyl)-2-chloropyrrolo[2,1-b]thiazole [C@H]12CN(C[C@H](CC1)N2)C=2C1=C(N=C(N2)OCC=2C=C3SC(=CN3C2)Cl)C(=C(N=C1)C1=CC=CC2=CC=C(C(=C12)F)F)F